C1=CC=CC=2C3=CC=CC=C3C(C12)COC(=O)N[C@H](C(=O)OC)CC1=C(NC2=CC=CC=C12)SC1=CC=C(C=C1)[N+](=O)[O-] Methyl (S)-2-((((9H-fluoren-9-yl)methoxy)carbonyl)amino)-3-(2-((4-nitrophenyl)thio)-1H-indol-3-yl)propanoate